(E)-N-methoxy-cyclopropanecarboxamide CONC(=O)C1CC1